ClC1=CC=C(CN2C[C@@]3([C@@H]([C@H]([C@H]([C@H](O3)CO)O)N3N=NC(=C3)C3=CC(=C(C(=C3)F)F)F)O)CCC2)C=C1 (2r,3r,4s,5r,6r)-8-(4-chlorobenzyl)-2-(hydroxymethyl)-4-(4-(3,4,5-trifluorophenyl)-1H-1,2,3-triazol-1-yl)-1-oxa-8-azaspiro[5.5]undecane-3,5-diol